S(=O)(=O)(O)C(CC)OC(=O)C1=CC=C2C=CNC2=C1.[K].[K] dipotassium 1-sulfopropyl-6-indolecarboxylate